2-{[(9Z,12Z)-octadeca-9,12-dien-1-yloxy]methyl}propan-1-ol C(CCCCCCC\C=C/C\C=C/CCCCC)OCC(CO)C